Non-2-ene CC=CCCCCCC